C=1N(C=C2C=CC=CC12)C=1N=CC2=CC=C(C=C2C1)N 3-(2H-isoindol-2-yl)isoquinoline-6-amine